NC1=C(C=C2C(=N1)C=C(N2)CN2C(C1=CC(=CC=C1[C@@]21C(N(CC1)CC1=CC(=C(C#N)C=C1)F)=O)F)=O)F (S)-4-((2-((5-amino-6-fluoro-1H-pyrrolo[3,2-b]pyridin-2-yl)methyl)-5-fluoro-2',3-dioxospiro[isoindoline-1,3'-pyrrolidin]-1'-yl)methyl)-2-fluorobenzonitrile